CS(=O)(=O)CC1CN(C1)C=1C=CC(=C2C=C(N=CC12)NC1=NC(=NC=C1)N1C[C@H]([C@@H](CC1)O)C)C(C)C (3R,4R)-1-[4-({8-[3-(methanesulfonylmeth-yl)azetidin-1-yl]-5-(propan-2-yl)isoquinolin-3-yl}amino)pyrimidin-2-yl]-3-methylpiperidin-4-ol